FC=1C=C(OC2=CC(=NC=C2)NC(COC)=O)C=CC1NC(NC=1N(N=C(C1)C1(COC1)C)C1=CC=C(C=C1)C)=O N-[4-[3-fluoro-4-[[5-(3-methyloxetan-3-yl)-2-(p-tolyl)pyrazol-3-yl]carbamoylamino]phenoxy]-2-pyridyl]-2-methoxy-acetamide